5-[tert-butoxycarbonyl(methyl)amino]-5-methyl-6,7-dihydro-4H-benzothiophene-2-carboxylic acid C(C)(C)(C)OC(=O)N(C1(CCC2=C(C=C(S2)C(=O)O)C1)C)C